OCC(=O)NCC=1SC(=CC1)C(CSC1=C2C(=NC(=N1)C(F)(F)F)N(N=C2)CCOC)=O 2-hydroxy-N-((5-(2-((1-(2-methoxyethyl)-6-(trifluoromethyl)-1H-pyrazolo[3,4-d]pyrimidin-4-yl)thio)acetyl)thiophen-2-yl)methyl)acetamide